C(C)N(S(=O)(=O)NC=1C(=C(C(=O)C2=CNC3=NC=C(C=C32)C3=C(C=C(C=C3)N3CCNCC3)C)C(=CC1)F)F)C 3-[3-[[ethyl(methyl)sulfamoyl]amino]-2,6-difluoro-benzoyl]-5-(2-methyl-4-piperazin-1-yl-phenyl)-1H-pyrrolo[2,3-b]pyridine